ClC1=C(OCC(=O)N2CCC(CC2)NC(OC(C)(C)C)=O)C=CC(=C1Cl)C(C(CC)=C)=O Tert-butyl (1-(2-(2,3-dichloro-4-(2-methylenebutanoyl)phenoxy)acetyl)piperidin-4-yl)carbamate